C1(CC1)C1=NN(C=N1)C1CC2(CN(C2)C(=O)N2CC3(C2)CN(C3)CC=3SC(=CN3)C(F)F)C1 [6-(3-cyclopropyl-1,2,4-triazol-1-yl)-2-azaspiro[3.3]heptan-2-yl]-[6-[[5-(difluoromethyl)thiazol-2-yl]methyl]-2,6-diazaspiro[3.3]heptan-2-yl]methanone